dimethylbenzyl-carbinol butyrate (2-methyl-1-phenylprop-2-yl-butyrate) CC(CC1=CC=CC=C1)(C)C(C(=O)O)CC.C(CCC)(=O)O.CC(O)(CC1=CC=CC=C1)C